[PH4+].[N-](S(=O)(=O)C(F)(F)F)S(=O)(=O)C(F)(F)F.C(CCC)[P+](C)(CCCC)CCCC.[N-](S(=O)(=O)C(F)(F)F)S(=O)(=O)C(F)(F)F tri-n-butylmethyl-Phosphonium bis(trifluoromethylsulfonyl)imide, phosphonium salt